PYRIDIN-2-YL-AMID N1=C(C=CC=C1)[NH-]